ClC=1SC(=CC1CCN)Cl 2-(2,5-dichlorothiophen-3-yl)ethan-1-amine